2-chloro-7,8-dihydro-6H-1,6-naphthyridin-5-one ClC1=NC=2CCNC(C2C=C1)=O